[N+](=O)([O-])C=1C(=C2C(=NC1)N(C=C2)S(=O)(=O)C2=CC=C(C)C=C2)NN2CCC(CC2)CCO 2-(1-((5-nitro-1-p-toluenesulfonyl-1H-pyrrolo[2,3-b]pyridine-4-yl)amino)piperidine-4-yl)ethanol